tert-butyl 3-[6-(1-methyl-1H-pyrazol-4-yl)pyrazolo[1,5-a]pyridin-3-yl]-3,8-diazabicyclo[3.2.1]octane-8-carboxylate CN1N=CC(=C1)C=1C=CC=2N(C1)N=CC2N2CC1CCC(C2)N1C(=O)OC(C)(C)C